C[C@@](N)(CC1=CNC2=CC=CC=C12)C(=O)O α-methyl-D-tryptophan